tert-butyl (S)-3,3-diallyl-5-(2-((tert-butyldimethylsilyl) oxy) ethyl)-2-oxopyrrolidine-1-carboxylate C(C=C)C1(C(N([C@@H](C1)CCO[Si](C)(C)C(C)(C)C)C(=O)OC(C)(C)C)=O)CC=C